2-ethoxybenzo[d][1,3]dioxanol C(C)OC1(OCC2=C(O1)C=CC=C2)O